ClC=1C=C(C=C2C=C(N=CC12)NC(=O)[C@H]1[C@@H](C1)C#N)N1C(N(C2=C1C=CC=C2)C)=O |r| (+-)-trans-N-[8-chloro-6-(3-methyl-2-oxo-benzimidazol-1-yl)-3-isoquinolinyl]-2-cyano-cyclopropanecarboxamide